(2S,4R)-1-((S)-3,3-dimethyl-2-(2-((1r,3s)-3-(4-(piperazin-1-yl)phenoxy)cyclobutoxy)acetamido)butanoyl)-4-hydroxy-N-(4-(4-methylthiazol-5-yl)benzyl)pyrrolidine-2-carboxamide HCl salt Cl.CC([C@@H](C(=O)N1[C@@H](C[C@H](C1)O)C(=O)NCC1=CC=C(C=C1)C1=C(N=CS1)C)NC(COC1CC(C1)OC1=CC=C(C=C1)N1CCNCC1)=O)(C)C